N'-tetraphenyl-pyrene-1,6-diamine C1(=CC=CC2=CC=C3C=C4C=CC=CC4=CC3=C12)NC=1C=2C=CC3=CC=C(C=4C=CC(=CC1)C2C43)N